FC1(CCC2=C1N=C(N=C2C2=CC1=C(C(NC[C@@H](O1)CF)=O)C=C2)N2[C@H]([C@@H](C2)O)C)F (R)-8-(7,7-difluoro-2-((2S,3R)-3-hydroxy-2-methylazetidin-1-yl)-6,7-dihydro-5H-cyclopenta[d]pyrimidin-4-yl)-2-(fluoromethyl)-3,4-dihydrobenzo[f][1,4]oxazepin-5(2H)-one